C[Si](CCOCN1C=C(C=2C1=NC=CC2N2C[C@H](CCC2)N2CCOCC2)C=2C=NC=NC2)(C)C trimethyl-[2-[[4-[(3S)-3-morpholino-1-piperidyl]-3-pyrimidin-5-yl-pyrrolo[2,3-b]pyridin-1-yl]methoxy]ethyl]silane